2-methyl-5-(1-methyl-4-piperidinyl)benzamide copper [Cu].CC1=C(C(=O)N)C=C(C=C1)C1CCN(CC1)C